C(C=C)[C@H]1COCC[C@@H]1S(=O)(=O)N (3S,4S)-3-ALLYLTETRAHYDRO-2H-PYRAN-4-SULFONAMIDE